tert-butyl (S)-(3-(2-carbamoyl-5-(4-(2-(4-(4-chlorophenyl)-2,3,9-trimethyl-6H-thieno[3,2-f][1,2,4]triazolo[4,3-a][1,4]diazepin-6-yl)acetamido)butanamido)phenyl)prop-2-yn-1-yl)carbamate C(N)(=O)C1=C(C=C(C=C1)NC(CCCNC(C[C@H]1C=2N(C3=C(C(=N1)C1=CC=C(C=C1)Cl)C(=C(S3)C)C)C(=NN2)C)=O)=O)C#CCNC(OC(C)(C)C)=O